NC1=CC=C(OC2=CC(=C(C=C2)C2=C(C=CC=C2)N)CCC)C=C1 4-(4-aminophenoxy)-2-propylphenylbenzenamine